C(C)(C)NC(O[C@H]1C[C@H](CC1)C=1NN=C(C1)NC(=O)C=1N(N=C(C1)C(NC1=C(C(=CC=C1)O)C=O)=O)C)=O (1R,3S)-3-(5-{5-[(2-formyl-3-hydroxyphenyl)carbamoyl]-2-methyl pyrazole-3-amido}-2H-pyrazol-3-yl)cyclopentyl N-isopropylcarbamate